C(C)OC(=O)C=1C(N(C2=CC=C(C=C2C1O)Br)CCN1CCOCC1)=O 6-bromo-4-hydroxy-1-(2-morpholinylethyl)-2-oxo-1,2-dihydroquinoline-3-carboxylic acid ethyl ester